C[Si](C1=CC=C(C=C1)[SiH3])(O)C (4-(dimethylhydroxysilyl)phenyl)silane